9,9',9''-(5-(2-(9H-carbazol-9-yl)phenyl)-4-(2,6-dimethylphenyl)pyridine-2,3,6-triyl)tris(3,6-diphenyl-9H-carbazole) C1=CC=CC=2C3=CC=CC=C3N(C12)C1=C(C=CC=C1)C=1C(=C(C(=NC1N1C2=CC=C(C=C2C=2C=C(C=CC12)C1=CC=CC=C1)C1=CC=CC=C1)N1C2=CC=C(C=C2C=2C=C(C=CC12)C1=CC=CC=C1)C1=CC=CC=C1)N1C2=CC=C(C=C2C=2C=C(C=CC12)C1=CC=CC=C1)C1=CC=CC=C1)C1=C(C=CC=C1C)C